C(#N)C1(CCOCC1)C1=C(C(=O)N)C=CC=C1NC(CC1=C(C=CC(=C1)F)O)=O (4-cyanotetrahydropyran-4-yl)-3-[[2-(5-fluoro-2-hydroxy-phenyl)acetyl]amino]benzamide